(3R)-3-amino-7-[5-(1-amino-2,2,2-trifluoro-1-methyl-ethyl)-1,2,4-oxadiazol-3-yl]-5-[(4-chlorophenyl)methyl]-8-fluoro-1,1-dioxo-2,3-dihydro-1λ6,5-benzothiazepin-4-one N[C@H]1CS(C2=C(N(C1=O)CC1=CC=C(C=C1)Cl)C=C(C(=C2)F)C2=NOC(=N2)C(C(F)(F)F)(C)N)(=O)=O